C(#N)C1=NC2=CC(=CC(=C2N=C1N(C)C)[C@@H](C)NC1=C(C(=O)O)C=CC=C1)C (R)-2-((1-(2-cyano-3-(dimethyl-amino)-7-methylquinoxalin-5-yl)ethyl)amino)benzoic acid